4-methyl-1,2,3,6-tetrahydro-phthalate CC=1CC(C(C(=O)[O-])CC1)C(=O)[O-]